C(C=C)(=O)[O-].N1C(CCC1)CC(C(=O)[NH-])O Tetrahydropyrrolelactoyl-amide acrylate